Benzyl (1-(methoxy(methyl)amino)-1-oxohex-5-en-2-yl)carbamate CON(C(C(CCC=C)NC(OCC1=CC=CC=C1)=O)=O)C